ethyl 6-methyl-2-oxo-1-phenyl-5-pyrimidin-2-yl-1,2-dihydropyridine-3-carboxylate CC1=C(C=C(C(N1C1=CC=CC=C1)=O)C(=O)OCC)C1=NC=CC=N1